OC1=C(C=CC=C1)C(=C)C1=CC=CC=C1 α-(hydroxyphenyl)styrene